bis-(1,2,2,6,6-pentamethyl-4-piperidyl)-2-(3,5-di-t-butyl-4-hydroxy-benzyl)-2-n-butyl malonate C(CC(=O)[O-])(=O)OC(C)(CC(C1CC(N(C(C1)(C)C)C)(C)C)C1CC(N(C(C1)(C)C)C)(C)C)CC1=CC(=C(C(=C1)C(C)(C)C)O)C(C)(C)C